C(C)(C)(C)OC(=O)N1CC2C(C1)CC(C2)CC(=O)OCC 5-(2-ethoxy-2-oxoethyl)hexahydrocyclopenta[c]pyrrole-2(1H)-carboxylic acid tert-butyl ester